2-ethyl-1-(4-(10-phenylanthracene-9-yl)phenyl)-1H-benzo[d]imidazole C(C)C1=NC2=C(N1C1=CC=C(C=C1)C=1C3=CC=CC=C3C(=C3C=CC=CC13)C1=CC=CC=C1)C=CC=C2